C(C)N(C(C(=O)C1=CNC2=C(C=C(C=C12)OC)F)=O)CCC N-ethyl-2-(7-fluoro-5-methoxy-1H-indol-3-yl)-2-oxo-N-propylacetamide